1-(2-bromo-4-iodophenyl)-N,N-dimethylmethanamine BrC1=C(C=CC(=C1)I)CN(C)C